3-[8-Amino-6-(2-methylthiazol-5-yl)imidazo[1,2-a]pyrazin-3-yl]-N-(trans-4-hydroxycyclohexyl)-4-methylbenzenesulfonamide NC=1C=2N(C=C(N1)C1=CN=C(S1)C)C(=CN2)C=2C=C(C=CC2C)S(=O)(=O)N[C@@H]2CC[C@H](CC2)O